di(ethylamino)phenol C(C)NC=1C(=C(C=CC1)O)NCC